3-acetamido-5-(2-(4-(trifluoromethyl)cyclohexyl)ethoxy)-1H-indole-1-carboxylic acid tert-butyl ester C(C)(C)(C)OC(=O)N1C=C(C2=CC(=CC=C12)OCCC1CCC(CC1)C(F)(F)F)NC(C)=O